BrC=1C=C2C(=NC1)C(=NN2[C@H](C)C2=NC=C(C=C2Cl)Cl)I (R)-6-bromo-1-(1-(3,5-dichloropyridin-2-yl)ethyl)-3-iodo-1H-pyrazolo[4,3-b]pyridine